(3R)-7-((2S,5R)-4-acryloyl-2,5-dimethylpiperazin-1-yl)-9-chloro-10-(2-fluoro-6-hydroxyphenyl)-3-(hydroxymethyl)-2H-[1,4]oxazino[2,3,4-ij]quinazolin-5(3H)-one C(C=C)(=O)N1C[C@@H](N(C[C@H]1C)C1=NC(N2C3=C(C(=C(C=C13)Cl)C1=C(C=CC=C1O)F)OC[C@H]2CO)=O)C